FC(C(=O)O)(F)F.FC(C(=O)O)(F)F.NCCCN(C(CC1=CC=CC2=CC=CC=C12)=O)CCCN N,N-bis((3-amino)propyl)naphthyl-ethanamide bis(trifluoroacetate)